4-(9-Methyl-3H-pyrazolo[4,3-f]quinolin-7-yl)benzoic acid CC1=CC(=NC2=CC=C3C(=C12)C=NN3)C3=CC=C(C(=O)O)C=C3